eicosyl n-tetracosanoate C(CCCCCCCCCCCCCCCCCCCCCCC)(=O)OCCCCCCCCCCCCCCCCCCCC